2-[2-({5-[(1,1-dioxo-1λ6-thiolan-3-yl)methyl]-4-methyl-4H-1,2,4-triazol-3-yl}sulfanyl)acetamido]-4H,5H,6H-cyclopenta[b]thiophene-3-carboxamide O=S1(CC(CC1)CC=1N(C(=NN1)SCC(=O)NC1=C(C2=C(S1)CCC2)C(=O)N)C)=O